tert-butyl ((1-(4-(4-((5-(tert-butyl)-1,2,4-oxadiazole-3-carboxamido)methyl)-3-methylphenyl)pyridin-3-yl)piperidin-3-yl)methyl)(methyl)carbamate C(C)(C)(C)C1=NC(=NO1)C(=O)NCC1=C(C=C(C=C1)C1=C(C=NC=C1)N1CC(CCC1)CN(C(OC(C)(C)C)=O)C)C